(S)-5-amino-N-(1-(4-cyclopropyl-2-fluoro-5-methylphenyl)ethyl)-N-methyl-6,8-dihydro-1H-furo[3,4-d]pyrrolo[3,2-b]pyridine-2-carboxamide NC1=C2C(=C3C(=N1)C=C(N3)C(=O)N(C)[C@@H](C)C3=C(C=C(C(=C3)C)C3CC3)F)COC2